NC1=C2C(=NC=N1)N(N=C2C2=CC=C(C=C2)OC2=CC=CC=C2)C2C(CN(CC2)CC=2C=C1CN(C(C1=CC2F)=O)C2C(NC(CC2)=O)=O)F 3-(5-((4-(4-amino-3-(4-phenoxyphenyl)-1H-pyrazolo[3,4-d]pyrimidin-1-yl)-3-fluoropiperidin-1-yl)methyl)-6-fluoro-1-oxoisoindolin-2-yl)piperidine-2,6-dione